(S)-N-(3-(6-aminopyridazin-3-yl)prop-2-yn-1-yl)-N-(4-fluorophenyl)-3-(6-methyl-4-(trifluoromethyl)pyridin-2-yl)-2-oxooxazolidine-4-carboxamide NC1=CC=C(N=N1)C#CCN(C(=O)[C@H]1N(C(OC1)=O)C1=NC(=CC(=C1)C(F)(F)F)C)C1=CC=C(C=C1)F